NC1CC=C(C1)C(=O)O 4-amino-cyclopentenecarboxylic acid